N1(CCCC2=CC=CC=C12)S(=O)(=O)N 3,4-dihydro-1(2H)-quinolinesulfonamide